tert-butyl 4-(6-(4-(3-methoxyphenoxy)butyl)-1H-benzo[d]imidazole-2-carbonyl)piperazine-1-carboxylate COC=1C=C(OCCCCC=2C=CC3=C(NC(=N3)C(=O)N3CCN(CC3)C(=O)OC(C)(C)C)C2)C=CC1